N1=C(C=CC=C1)N1N=C2CNCCC2=C1 pyridin-2-yl-4,5,6,7-tetrahydro-2H-pyrazolo[3,4-c]pyridine